COC1=C(C(=CC=C1)OC)N1C(=NC=2C1=NC(=CN2)NS(=O)(=O)CC2(CC2)O)C2=NC(=CC=C2)OCC N-(1-(2,6-Dimethoxyphenyl)-2-(6-ethoxypyridin-2-yl)-1H-imidazo[4,5-b]pyrazin-6-yl)-1-(1-hydroxycyclopropyl)methansulfonamid